(7S)-N-[(1S)-1-cyano-2-[(3S)-2-oxo-3-piperidyl]ethyl]-2,2-difluoro-6-(4-methoxy-1H-indole-2-carbonyl)-6-azaspiro[3.4]octane-7-carboxamide C(#N)[C@H](C[C@H]1C(NCCC1)=O)NC(=O)[C@H]1N(CC2(CC(C2)(F)F)C1)C(=O)C=1NC2=CC=CC(=C2C1)OC